N-(4-((3,5-difluoro-4-(trifluoromethyl)phenyl)amino)-3-(1-methyl-1H-imidazol-4-yl)phenyl)acrylamide FC=1C=C(C=C(C1C(F)(F)F)F)NC1=C(C=C(C=C1)NC(C=C)=O)C=1N=CN(C1)C